C1(CCCCC1)CC1=NCCC2=CC=CC=C12 1-cyclohexylmethyl-3,4-dihydroisoquinoline